2-Oxo-Glutarat O=C(C(=O)[O-])CCC(=O)[O-]